N1(C=NC=C1)C[C@]1(C[C@H](N(C1)C(CNC(=O)C=1C=CC=2SC3=CC=CC=C3OC2C1)=O)C(=O)OCC1=CC=CC=C1)F Benzyl (2S,4S)-4-((1H-imidazol-1-yl)methyl)-4-fluoro-1-((phenoxathiine-3-carbonyl)glycyl)pyrrolidine-2-carboxylate